O=C1C(=C(C=NN1COCC[Si](C)(C)C)N1[C@@H](CCC1)COC1CC(CN(C1)C(=O)OC(C)(C)C)C(=O)OC)C(F)(F)F 1-tert-butyl 3-methyl 5-[[(2S)-1-[6-oxo-5-(trifluoromethyl)-1-[[2-(trimethylsilyl)ethoxy]methyl]-1,6-dihydropyridazin-4-yl]pyrrolidin-2-yl]methoxy]piperidine-1,3-dicarboxylate